N,N'-di-sec-butyl-1,4-butanediamine C(C)(CC)NCCCCNC(C)CC